ClC=1C=CC(=C(C1)C1=NNC=C1NC(=O)C=1C=NN2C1N=CC=C2)OC(F)F N-[3-[5-chloro-2-(difluoromethoxy)phenyl]-1H-pyrazol-4-yl]Pyrazolo[1,5-a]-pyrimidine-3-carboxamide